ClC1=CC2=C([Se]NS2(=O)C2=CC(=CC=C2)Cl)C=C1 6-chloro-1-m-chlorophenyl-benzo[d][1,3,2]thiaselenazol-1-one